FC1=C(C=C(C=C1)[C@@H](NC(=O)N1[C@@H](C(NCC1)=O)C)[C@@H]1CC[C@H](CC1)C(F)(F)F)C (2R)-N-((S)-(4-fluoro-3-methylphenyl)(trans-4-(trifluoromethyl)cyclohexyl)-methyl)-2-methyl-3-oxopiperazine-1-carboxamide